N-methylmethanesulfonamide trifluoroacetate FC(C(=O)O)(F)F.CNS(=O)(=O)C